ethyl 2-(2-((7-(3-(aminomethyl)-2-fluorophenyl)-3-methylbenzo[d]isoxazol-5-yl)methoxy)phenyl)acetate NCC=1C(=C(C=CC1)C1=CC(=CC=2C(=NOC21)C)COC2=C(C=CC=C2)CC(=O)OCC)F